FC(CC1=C(C=CC=C1F)NC1=C(NC2=C1C(NCC2)=O)C2=CC=NC1=C2N=C(N=C1)OC)F 3-{[2-(2,2-difluoroethyl)-3-fluorophenyl]amino}-2-{2-methoxypyrido[3,2-d]pyrimidin-8-yl}-1H,5H,6H,7H-pyrrolo[3,2-c]pyridin-4-one